tert-Butyl 4-((2-cyanopyrimidin-4-yl)amino)piperidine-1-carboxylate C(#N)C1=NC=CC(=N1)NC1CCN(CC1)C(=O)OC(C)(C)C